OC1(COC1)C#CC1=CC2=C(OC[C@@H](C(N2C)=O)NC(=O)C2=NC=CC(=C2)OC=2C=NC(=CC2)C)C=C1 (S)-N-(7-((3-hydroxyoxetan-3-yl)ethynyl)-5-methyl-4-oxo-2,3,4,5-tetrahydrobenzo[b][1,4]oxazepin-3-yl)-4-((6-methylpyridin-3-yl)oxy)pyridineamide